N-((4-((5-chloropyrimidin-2-yl)oxy)-3-methylphenyl)carbamoyl)-4-hydroxycyclohexane-1-carboxamide ClC=1C=NC(=NC1)OC1=C(C=C(C=C1)NC(=O)NC(=O)C1CCC(CC1)O)C